N,N'-(ethane-1,2-diyl)bis(4-methylbenzenesulfonamide) C(CNS(=O)(=O)C1=CC=C(C=C1)C)NS(=O)(=O)C1=CC=C(C=C1)C